2-dimethylamino-3-(2-mercapto-1H-imidazole-5-yl)propionic acid CN(C(C(=O)O)CC1=CN=C(N1)S)C